Biphenylen-1-ylboronic acid C1(=CC=CC=2C3=CC=CC=C3C12)B(O)O